ethyl (S)-3-(3-(4-hydroxy-1,5-dimethyl-2-oxo-1,2-dihydropyridin-3-yl)ureido)-3-(3'-(trifluoromethoxy)biphenyl-3-yl)propanoate OC1=C(C(N(C=C1C)C)=O)NC(N[C@@H](CC(=O)OCC)C=1C=C(C=CC1)C1=CC(=CC=C1)OC(F)(F)F)=O